potassium permanganate phosphate P(=O)([O-])(O)O.[Mn](=O)(=O)(=O)O.[K+]